ethylenediamine diformate C(=O)O.C(=O)O.C(CN)N